N-hydroxy-1,1-dimethyl-2-(oxazolo[4,5-c]pyridin-2-yl)isoindoline-4-carboxamide ONC(=O)C=1C=2CN(C(C2C=CC1)(C)C)C=1OC2=C(C=NC=C2)N1